SCCC(=S)OCC(COC(CCS)=S)(COC(CCS)=S)COC(CCS)=S pentaerythritol tetrakis(3-mercaptothiopropionate)